tetra(m-hydroxyphenyl)porphyrin OC=1C=C(C=CC1)C1=C2C=CC(C(=C3C=CC(=C(C=4C=CC(=C(C5=CC=C1N5)C5=CC(=CC=C5)O)N4)C4=CC(=CC=C4)O)N3)C3=CC(=CC=C3)O)=N2